5-(2-chloroethylthio)-1,3,4-thiadiazol-2-amine ClCCSC1=NN=C(S1)N